2,2-dichloropropanol ClC(CO)(C)Cl